OC(C1=CC2=C(C=N1)C(N(C2)C(=O)OC(C)(C)C)C)C2=CC(=CC=C2)N2CCN(CC2)C Tert-butyl 6-{hydroxy[3-(4-methylpiperazin-1-yl)phenyl]methyl}-3-methyl-1H,2H,3H-pyrrolo[3,4-c]pyridine-2-carboxylate